(1s,4s)-1-Methyl-4-((5-(1-methyl-5-(trifluoromethyl)-1H-pyrazol-3-yl)-2-((2-(1-(2,2,2-trifluoroethyl)-1H-pyrazol-4-yl)pyrimidin-4-yl)amino)pyridin-4-yl)amino)cyclohexan-1-ol CC1(CCC(CC1)NC1=CC(=NC=C1C1=NN(C(=C1)C(F)(F)F)C)NC1=NC(=NC=C1)C=1C=NN(C1)CC(F)(F)F)O